FC(CN1C=NC=2C1=NC(=CC2)C=2C=CN1N=C(N=C(C12)NC)N[C@@H]1[C@@H](CN(CC1)C1COC1)F)F 5-(3-(2,2-Difluoroethyl)-3H-imidazo[4,5-b]pyridin-5-yl)-N2-((3R,4S)-3-fluoro-1-(oxetan-3-yl)piperidin-4-yl)-N4-methylpyrrolo[2,1-f][1,2,4]triazine-2,4-diamine